(2R,4R)-4-methylazetidine-2-carboxylic acid C[C@@H]1C[C@@H](N1)C(=O)O